BrCC(C)=CCC\C(\C)=C\CO bromogeraniol